FC(C1=NC=CC(=C1)C=1C=CC=C2[C@@H](CCOC12)CNC(OC(C)(C)C)=O)(F)F tert-butyl (R)-((8-(2-(trifluoromethyl)pyridin-4-yl)chroman-4-yl)methyl)carbamate